(2-cyclopropyl-7-isopropyl-4-oxo-pyrazolo[3,4-d]pyridazin-5-yl)-N-(5-fluoropyrimidin-2-yl)acetamide C1(CC1)N1N=C2C(=NN(C(C2=C1)=O)CC(=O)NC1=NC=C(C=N1)F)C(C)C